FC(C1N=N1)(F)F 3-(trifluoromethyl)-3H-diazirine